C1(CC1)COC1CCN(CC1)C1C(CCC1)OC=1C=C2CN(C(C2=CC1)=O)C1C(NC(CC1)=O)=O 3-(5-((2-(4-(cyclopropylmethoxy)piperidin-1-yl)cyclopentyl)oxy)-1-oxoisoindolin-2-yl)piperidine-2,6-dione